5-vinylbenzene-1,3-dicarbonitrile C(=C)C=1C=C(C=C(C1)C#N)C#N